1-methyl-4-[[4-[5-(trifluoromethyl)-1,2,4-oxadiazol-3-yl]phenyl]methyl]tetrazol-5-one CN1N=NN(C1=O)CC1=CC=C(C=C1)C1=NOC(=N1)C(F)(F)F